S-(2-hydroxyethyl) thioacetate C(C)(=O)SCCO